2-(3-(6-(4-(4-methylpiperazin-1-yl)phenyl)furo[3,2-b]pyridin-3-yl)phenyl)acetamide CN1CCN(CC1)C1=CC=C(C=C1)C=1C=C2C(=NC1)C(=CO2)C=2C=C(C=CC2)CC(=O)N